C1(CCCCC1)C(COCC)(COC)CCC(CC)CC 2-cyclohexyl-2-(3-ethylpentyl)-1-ethoxy-3-methoxy-propane